N-isopropylpyrrolidine-3-carboxamide C(C)(C)NC(=O)C1CNCC1